2-chloro-4-(1-cyanocyclopentyl)-6-methoxybenzoic acid ClC1=C(C(=O)O)C(=CC(=C1)C1(CCCC1)C#N)OC